NCC(CC(N)C(C)N)CCC(N)N 3-aminomethyl-1,6-diaminoethyl-1,6-diaminohexane